FC=1C=C(C=CC1)O 3-Fluorophenol